((3aR,4R,6R,6aR)-2,2-dimethyl-6-(6-(tritylamino)-9H-purin-9-yl)tetrahydrofuro[3,4-d][1,3]dioxol-4-yl)methyl hydrogen phosphonate triethylamine Salt C(C)N(CC)CC.P(OC[C@H]1O[C@H]([C@@H]2OC(O[C@@H]21)(C)C)N2C1=NC=NC(=C1N=C2)NC(C2=CC=CC=C2)(C2=CC=CC=C2)C2=CC=CC=C2)(O)=O